6-(benzyloxy)-1-methyl-1H-1,2,3-benzotriazole-5-carboxylic acid C(C1=CC=CC=C1)OC=1C(=CC2=C(N(N=N2)C)C1)C(=O)O